(Z)-6-chloro-1,2-dimethyl-N-(1-(2-methyl-3-(trifluoromethyl)phenyl)ethyl)-pyrido[3,4-d]pyrimidin-4(1H)-imine ClC1=CC/2=C(N(C(=N\C2=N/C(C)C2=C(C(=CC=C2)C(F)(F)F)C)C)C)C=N1